COC1=NN=C2N1N=C(C=C2)N2CCC(CC2)C2=CC=C(OCCN1C(C(N(CC1)C)=O)C)C=C2 4-[2-[4-[1-(3-Methoxy-[1,2,4]triazolo[4,3-b]pyridazin-6-yl)-4-piperidyl]phenoxy]ethyl]-1,3-dimethyl-piperazin-2-one